C(C)C=1C=C(OCCCSCC2=NNC(O2)=O)C=CC1CC 5-[(3,4-Diethylphenoxypropylsulfanyl)methyl]-1,3,4-oxadiazol-2(3H)-one